C(CCCCCCCCCCC)(=O)O.CC(=O)[C@H](O)[C@@H](O)[C@H](O)[C@H](O)CO.C(CCCCCCCCCCC)(=O)O.C(CCCCCCCCCCC)(=O)O.CC(=O)[C@H](O)[C@@H](O)[C@H](O)[C@H](O)CO methylglucose sesquilaurate